COC(=O)C=1C=2C=CC=NC2C(=CC1)OC(C)C 8-isopropoxyquinoline-5-carboxylic acid methyl ester